N-(Benzo[b]thiophen-2-yl)-5-cyano-2-((4-methylphenyl)sulfonamido)benzamid S1C2=C(C=C1NC(C1=C(C=CC(=C1)C#N)NS(=O)(=O)C1=CC=C(C=C1)C)=O)C=CC=C2